ClC=1C=C(C=CC1)[C@@H]1[C@H](C1)C(=O)NC1=NC=NC(=C1)N1[C@H]([C@@H](CC1)O)C=1N=C2N(C=C(C=C2)C2CC2)C1 (1S,2S)-2-(3-chlorophenyl)-N-(6-((2S,3R)-2-(6-cyclopropylimidazo[1,2-a]pyridin-2-yl)-3-hydroxypyrrolidin-1-yl)pyrimidin-4-yl)cyclopropane-1-carboxamide